3-({3-[(3-Chlorophenyl)ethynyl]-5,6-dihydroimidazo[1,2-a]pyrazin-7(8H)-yl}carbonyl)benzonitrile ClC=1C=C(C=CC1)C#CC1=CN=C2N1CCN(C2)C(=O)C=2C=C(C#N)C=CC2